N-(1-(bicyclo[2.2.2]octan-2-yl)ethyl)-2-oxo-1,2-dihydroquinoline-6-sulfonamide C12C(CC(CC1)CC2)C(C)NS(=O)(=O)C=2C=C1C=CC(NC1=CC2)=O